Methyl 5-(8-(1-methyl-2-oxo-5-(prop-1-en-2-yl)-1,2,3,4-tetrahydroquinolin-7-yl)isoquinolin-3-yl)picolinate CN1C(CCC2=C(C=C(C=C12)C=1C=CC=C2C=C(N=CC12)C=1C=CC(=NC1)C(=O)OC)C(=C)C)=O